N(=C=O)C=1C(=CC2=C(OC3=C2C=CC=C3)C1)OC 3-Isocyanato-2-methoxydibenzo[b,d]furan